N'-((1,2,3,5,6,7-hexahydro-s-indacen-4-yl)carbamoyl)-2-(1,2,3-trihydroxypropan-2-yl)thiazole-5-sulfonimidamide C1CCC2=C(C=3CCCC3C=C12)NC(=O)N=S(=O)(N)C1=CN=C(S1)C(CO)(CO)O